1-[6-[4-(3,4-dichloro-2-fluoro-anilino)quinazolin-6-yl]-1,6-diazaspiro[3.3]heptan-1-yl]prop-2-en-1-one ClC=1C(=C(NC2=NC=NC3=CC=C(C=C23)N2CC3(CCN3C(C=C)=O)C2)C=CC1Cl)F